CN(CCNC([C@H](NC1=NC=2C=CC=CC2C=2N1N=C(N2)C2=CC=C(C=C2)S(=O)(=O)C)C)=O)C N-[2-(dimethylamino)ethyl]-N2-{2-[4-(methanesulfonyl)phenyl][1,2,4]triazolo[1,5-c]quinazolin-5-yl}-D-alaninamide